C(C)(C)(C)OC(=O)N1N=C(C2=CC=C(C=C12)SC1=C(C=CC=C1)C(=O)NCC(F)(F)F)\C=C\C1=NC=C(C=C1)CN(CC)CC 3-[(trans)-2-[5-(diethylaminomethyl)-2-pyridyl]vinyl]-6-[2-(2,2,2-trifluoroethylaminoFormyl)phenyl]sulfanylindazole-1-carboxylic acid tert-butyl ester